C(CC=C)C1=CC=CCN1C1=CC=CC=C1 6-but-3-en-1-yl-1-phenylpyridin